O[C@@]1(C(N(CC1)C)=O)C1=CC(=NO1)C1=NC(=CC=C1)C1=NC(=NC(=C1)C)NC=1C=NN(C1)C (R)-3-Hydroxy-1-methyl-3-(3-(6-(6-methyl-2-((1-methyl-1H-pyrazol-4-yl)amino)pyrimidin-4-yl)pyridin-2-yl)isoxazol-5-yl)pyrrolidin-2-one